N1CC(C1)N1CC(C1)N1CCC(CC1)[C@@H]1CCNC=2N1N=C(C2C(=O)N)C2=CC=C(C=C2)OC2=CC=CC=C2 (7S)-7-[1-[1-(azetidin-3-yl)azetidin-3-yl]-4-piperidyl]-2-(4-phenoxyphenyl)-4,5,6,7-tetrahydropyrazolo[1,5-a]pyrimidine-3-carboxamide